FC(OC1=CC(=C(C=C1F)NS(=O)(=O)C1=CNC(=C1)C=1C=CC=C2C=CC=NC12)F)F N-[4-(difluoromethoxy)-2,5-difluorophenyl]-5-quinolin-8-yl-1H-pyrrole-3-sulfonamide